(5-methylthiazol-2-yl)methanone CC1=CN=C(S1)C=O